C(C)C=1C(=C(C=C2NC(C=3N(C12)C(=NN3)C)(C)C)F)C3=C1C=NN(C1=CC(=C3)F)CCO 2-[4-(9-Ethyl-7-fluoro-1,4,4-trimethyl-5H-[1,2,4]triazolo[4,3-a]quinoxalin-8-yl)-6-fluoro-1H-indazol-1-yl]-ethanol